[Pt].BrC=1C2=CC=C(N2)C(=C2C=CC(C(=C3C=CC(=C(C=4C=CC1N4)C4=CC=CC=C4)N3)C3=CC=CC=C3)=N2)C2=CC=CC=C2 5-bromo-10,15,20-triphenylporphyrin platinum